C1(=CC=CC=C1)SCC(C)CCC 2-(phenylthiomethyl)pentane